N-[1-[5-bromo-2-[5-(morpholine-4-carbonyl)-2-pyridinyl]-1,2,4-triazol-3-yl]ethyl]-3,5-bis(trifluoromethyl)benzamide BrC=1N=C(N(N1)C1=NC=C(C=C1)C(=O)N1CCOCC1)C(C)NC(C1=CC(=CC(=C1)C(F)(F)F)C(F)(F)F)=O